FC(C(=O)O)(F)F.C(C1=CC=CC=C1)(=O)O benzoic acid Trifluoroacetate salt